(S)-N-(3-fluoro-4-morpholinophenyl)-3-(1H-indol-3-yl)-2-(4-methylphenylsulfonamido)propanamide tert-butyl-(S)-4-(5-chloro-4-iodopyridin-2-yl)-2-methylpiperazine-1-carboxylate C(C)(C)(C)OC(=O)N1[C@H](CN(CC1)C1=NC=C(C(=C1)I)Cl)C.FC=1C=C(C=CC1N1CCOCC1)NC([C@H](CC1=CNC2=CC=CC=C12)NS(=O)(=O)C1=CC=C(C=C1)C)=O